C(C)(C)(C)OC(=O)N1C2=C(O[C@H](C1)CO)C=CC(=C2)Cl (R)-6-chloro-2-(hydroxymethyl)-2H-benzo[b][1,4]oxazine-4(3H)-carboxylic acid tert-butyl ester